3-(5-(difluoromethyl)-1,3,4-thiadiazol-2-yl)-8-(3,4-dihydroxypiperidin-1-yl)-N-(1-methylcyclopropyl)imidazo[1,5-a]pyridine-6-sulfonamide FC(C1=NN=C(S1)C1=NC=C2N1C=C(C=C2N2CC(C(CC2)O)O)S(=O)(=O)NC2(CC2)C)F